calcium 2,4,6-triisopropylbenzenesulfonate C(C)(C)C1=C(C(=CC(=C1)C(C)C)C(C)C)S(=O)(=O)[O-].[Ca+2].C(C)(C)C1=C(C(=CC(=C1)C(C)C)C(C)C)S(=O)(=O)[O-]